OC(CS(=O)(=O)[O-])C[NH+](C)CCCCCCCCCCCC.CC1(COC2=C1C=C(C=C2C)NC(C)=O)C N-(3,3,7-trimethyl-2,3-dihydrobenzofuran-5-yl)acetamide 2-hydroxy-3-(N-methyldodecylammonio)propanesulfonate